2-CYANO-6-HYDROXYBENZALDEHYDE C(#N)C1=C(C=O)C(=CC=C1)O